CC1=CC(=NC(=N1)N1CCNCC(C1)C)N1N=CC2=CC=CC=C12 N-(6-methyl-2-(6-methyl-1,4-diazepan-1-yl)pyrimidin-4-yl)-1H-indazol